1-(4-iodoanilino)-3-azabicyclo[3.1.1]heptane-2,4-dione IC1=CC=C(NC23C(NC(C(C2)C3)=O)=O)C=C1